pentylene glycol bis-trimellitate C(C=1C(C(=O)O)=CC(C(=O)O)=CC1)(=O)O.C(C=1C(C(=O)O)=CC(C(=O)O)=CC1)(=O)O.C(CCCCO)O